C(C1=CC=CC=C1)N1C(N(SC1=O)C(C1=CC=CC=C1)C1=CC=CC=C1)=O 4-benzyl-2-diphenylmethyl-1,2,4-thiadiazolidine-3,5-dione